1-(4-bromo-1-naphthyl)ethanone 2-amino-5-(1-(2,6-dioxopiperidin-3-yl)-1H-pyrazol-3-yl)phenyl-sulfurofluoridate NC1=C(C=C(C=C1)C1=NN(C=C1)C1C(NC(CC1)=O)=O)OS(=O)(=O)F.BrC1=CC=C(C2=CC=CC=C12)C(C)=O